C(C1=CC=CC=C1)[C@H](NC(CNC(CNC(OCC1C2=CC=CC=C2C=2C=CC=CC12)=O)=O)=O)C(NCC(NCOC1(CC1)C(=O)O)=O)=O (S)-1-((11-benzyl-1-(9H-fluoren-9-yl)-3,6,9,12,15-pentaoxo-2-oxa-4,7,10,13,16-pentaazaheptadecane-17-yl)oxy)cyclopropane-1-carboxylic acid